C(#N)C1(N=NN=C1C#N)C(=O)[O-] 4,5-dicyano-1,2,3-triazolate